(2-chloroacetyl)piperidine-4-carboxylic acid methyl ester COC(=O)C1CCN(CC1)C(CCl)=O